methyl cis-4-amino-cyclohexane-1-carboxylate hydrochloride Cl.N[C@H]1CC[C@H](CC1)C(=O)OC